2-methyl-1,2,3,4-tetrahydroquinoline CC1NC2=CC=CC=C2CC1